C(CCC)OCCCN1C=[N+](C=C1)CCCOCCCC 1,3-bis(3-butoxypropyl)imidazolium